2-[(1S,2S)-1,2-bis(5-fluoropyridin-2-yl)-2-hydroxyethyl]-6-[5-(difluoromethyl)-1,3,4-oxadiazol-2-yl]-2,3-dihydro-1H-isoindol-1-one FC=1C=CC(=NC1)[C@@H]([C@H](O)C1=NC=C(C=C1)F)N1C(C2=CC(=CC=C2C1)C=1OC(=NN1)C(F)F)=O